[13C]1(O)=[13CH][13C](O)=[13CH][13C](O)=[13CH]1 phloroglucinol-13C6